NC(CNCCS(=O)(=O)O)=O 2-[(2-amino-2-oxo-ethyl)amino]ethanesulfonic Acid